BrC1=CC=C(S1)C=1N(C(C2=C(N(C(C21)=O)CCCCCCCCCCCCCC)C=2SC(=CC2)Br)=O)CCCCCCCCCCCCCC 3,6-bis(5-bromothien-2-yl)-2,5-bis(tetradecyl)pyrrolo[3,4-c]pyrrole-1,4-dione